1-(phthalazin-5-yl)-7-bromo-2-oxo-1,2-dihydroquinoline-3-carboxylate C1=NN=CC2=C(C=CC=C12)N1C(C(=CC2=CC=C(C=C12)Br)C(=O)[O-])=O